3-mercaptopropyl-(dimethoxy)monosilane SCCC[SiH](OC)OC